3-(2-Bromoacetyl)-4-cyclopropylbenzonitrile BrCC(=O)C=1C=C(C#N)C=CC1C1CC1